C1(CC1)C1=NC=NC(=C1C1=NC=C(C(=N1)S(=O)(=O)C)C)OC 2-(4-cyclopropyl-6-methoxy-pyrimidin-5-yl)-5-methyl-4-methylsulfonyl-pyrimidine